acryloyl peroxide C(C=C)(=O)OOC(C=C)=O